(Z)-3-(3,4-Dimethoxyphenyl)-1-(2-hydroxyphenyl)prop-2-en-1-one COC=1C=C(C=CC1OC)\C=C/C(=O)C1=C(C=CC=C1)O